CC1=C(C(=CC=C1)C)C1=NC=2NS(C3=CC=CC(C(N4[C@@H](CN(C[C@@H](OC(=C1)N2)C4)C)C(C)C)=O)=C3)(=O)=O (16R,20R)-12-(2,6-Dimethylphenyl)-18-methyl-20-(propan-2-yl)-15-oxa-8λ6-thia-1,9,11,18,22-pentaazatetracyclo[14.4.1.13,7.110,14]tricosa-3(23),4,6,10(22),11,13-hexaene-2,8,8-trione